C(C1=CC=CC=C1)(=O)N1CC(C1)C1=C(N=C(S1)N(C)C=1N=NC(=C(C1)C)NC=1SC2=C(N1)C=CC=C2)C(=O)O 5-(1-benzoylazetidin-3-yl)-2-({6-[(1,3-benzothiazol-2-yl)amino]-5-methylpyridazin-3-yl}(methyl)amino)-1,3-thiazole-4-carboxylic acid